(S)-9-bromo-2-hydroxy-1,2,3,4-tetrahydrobenzo[4,5]imidazo[1,2-a]pyridine-7-carboxylic acid BrC1=CC(=CC=2N=C3N(C[C@H](CC3)O)C21)C(=O)O